(R)-5-(2-(1-(2-(pyridin-2-yl)propan-2-yl)-3-(2,2,2-trifluoroacetyl)pyrrolidin-3-yl)ethyl)thiophene-2-carbonitrile N1=C(C=CC=C1)C(C)(C)N1C[C@@](CC1)(C(C(F)(F)F)=O)CCC1=CC=C(S1)C#N